2-[2-(3-amino-1-piperidinyl)-4-phenyl-cyclopentyloxy]Benzonitrile NC1CN(CCC1)C1C(CC(C1)C1=CC=CC=C1)OC1=C(C#N)C=CC=C1